C(#N)C(C(=O)O[C@H](C)C1=CC=CC=C1)(COC(=S)SC)C (R)-1-phenylethyl 2-cyano-2-methyl-3-(((methylthio)carbonothioyl)oxy)propanoate